C1(CC1)C1=CC(=NC(=N1)NC(=O)NC1=CC(=C(C=C1)Cl)Cl)NCCCN(C(OC(C)(C)C)=O)C tert-Butyl (3-((6-cyclopropyl-2-(3-(3,4-dichlorophenyl)ureido)pyrimidin-4-yl)amino)propyl)(methyl)carbamate